C1(CC1)N1C=NC2=CC=C(C(=C2C1=O)F)NC1(CN(C1)C(=O)OC(C)(C)C)C1=C(C(=CC=C1F)Cl)Cl tert-butyl 3-[(3-cyclopropyl-5-fluoro-4-oxoquinazolin-6-yl)amino]-3-(2,3-dichloro-6-fluorophenyl)azetidine-1-carboxylate